tert-butyl (1-((3-((4-(2-(2,6-dioxopiperidin-3-yl)-6-fluoro-1-oxoisoindolin-5-yl)piperazin-1-yl)methyl)phenyl)sulfonyl)piperidin-4-yl)carbamate O=C1NC(CCC1N1C(C2=CC(=C(C=C2C1)N1CCN(CC1)CC=1C=C(C=CC1)S(=O)(=O)N1CCC(CC1)NC(OC(C)(C)C)=O)F)=O)=O